C(C)(C)(C)OCCN(CCC(C(=O)O)NC(=O)N1C(CC1C)C)CCCCC1=NC=2NCCCC2C=C1 4-[2-tert-butoxyethyl-[4-(5,6,7,8-tetrahydro-1,8-naphthyridin-2-yl)butyl]amino]-2-[[2,4-dimethylazetidine-1-carbonyl]amino]butanoic acid